3-(4-(2',3'-dimethoxy-[1,1'-biphenyl]-4-yl)-1H-1,2,3-triazol-1-yl)benzoic acid COC1=C(C=CC=C1OC)C1=CC=C(C=C1)C=1N=NN(C1)C=1C=C(C(=O)O)C=CC1